C1(=CC=CC=C1)C1=CC2=C(C=C1)C(=O)OC2=O 3',4'-biphenyl-dicarboxylic acid anhydride